1-ethynyl-4,4-difluoro-cyclohexanol C(#C)C1(CCC(CC1)(F)F)O